1,2-propanediol bis(ethylmalonate) C(C)C(C(=O)O)C(=O)O.C(C)C(C(=O)O)C(=O)O.C(C(C)O)O